NC1=C(C(=O)NNC(C2=C(C(=CC=C2Cl)F)Cl)=O)C=C(C=N1)Br 2-amino-5-bromo-N'-(2,6-dichloro-3-fluorobenzoyl)nicotinhydrazide